C(C)(C)(C)OC(NC1CCN(CC1)C1=CC=C2C(=NN(C2=C1)C)N1C(NC(CC1)=O)=O)=O.NCC(=O)C=1SC(=CC1)Cl 2-amino-1-(5-chlorothien-2-yl)ethane-1-one tert-butyl-N-[1-[3-(2,4-dioxohexahydropyrimidin-1-yl)-1-methyl-indazol-6-yl]-4-piperidyl]carbamate